C(C)(=O)O[C@H]1CC[C@@]2(C3CC[C@@]4(C(=C(CC4C3CC=C2C1)C=O)N1C=NC(=C1)[N+](=O)[O-])C)C (3S,10R,13S)-16-formyl-17-(4-nitro-1H-imidazol-1-yl)-10,13-dimethyl-2,3,4,7,8,9,10,11,12,13,14,15-dodecahydro-1H-cyclopenta[a]phenanthren-3-yl acetate